2-(4-(methoxycarbonyl)phenyl)-4-(1H-pyrazol-4-yl)piperidine COC(=O)C1=CC=C(C=C1)C1NCCC(C1)C=1C=NNC1